4,9-dihydroxypyrimido[4,5-g]pteridine-2,7-diol potassium salt [K].OC1=NC(=NC2=NC=3C(=NC(=NC3N=C21)O)O)O